3-(2-pyridinyl)isoquinoline N1=C(C=CC=C1)C=1N=CC2=CC=CC=C2C1